2-(3-(6-(4-methyl-4H-1,2,4-triazol-3-yl)-2-(methylsulfonyl)-2-azaspiro[3.3]heptan-6-yl)phenyl)-6-(((1-methylcyclobutyl)amino)methyl)-4-(trifluoromethyl)isoindolin-1-one CN1C(=NN=C1)C1(CC2(CN(C2)S(=O)(=O)C)C1)C=1C=C(C=CC1)N1C(C2=CC(=CC(=C2C1)C(F)(F)F)CNC1(CCC1)C)=O